3-[2-[4-(ethoxycarbonyl)-5-methoxy-1-methyl-6-oxopyridin-2-yl]-1-phenylpropyl]-2-isocyanopyridine C(C)OC(=O)C=1C=C(N(C(C1OC)=O)C)C(C(C1=CC=CC=C1)C=1C(=NC=CC1)[N+]#[C-])C